(R)-4-(5-aminopyridin-2-yl)-2-methylpiperazine-1-carboxylic acid tert-butyl ester C(C)(C)(C)OC(=O)N1[C@@H](CN(CC1)C1=NC=C(C=C1)N)C